NC([C@H](CCC(=O)OC(C)(C)C)N1C(C2=CC=C(C(=C2C1)F)C1=NC=CC(=C1)CCl)=O)=O tert-butyl (S)-5-amino-4-(5-(4-(chloromethyl)pyridin-2-yl)-4-fluoro-1-oxoisoindolin-2-yl)-5-oxopentanoate